C(C(=O)[O-])C(CC(=O)[O-])(C(=O)O)O.[Mg+2] The molecule is a magnesium salt composed of magnesium and dibasic citrate ions in a 1:1 ratio. It has a role as a laxative and a food acidity regulator. It contains a 3-carboxy-3-hydroxypentanedioate.